CC1=CC2=C(C3=CC=CC=C3C(=C2C=C1)C#CC1=CC=CC=C1)C#CC1=CC=CC=C1 2-methyl-9,10-bis(2-phenylethynyl)anthracene